N-(2,4,6-trifluorobenzyl)-1',4',5',11'-tetrahydro-3'H,4H,7'H-spiro[isoxazole-5,6'-[2,7]methanopyrido[1,2-a][1,4]diazonine]-10'-carboxamide FC1=C(CNC(=O)C=2CC=C3N(C4C5(CCCN(C3)C4)CC=NO5)C2)C(=CC(=C1)F)F